C(C1=CC=CC=C1)O[C@@H](CCOCCOCC=1SC=C(N1)C1=NN(C2=CC=C(C=C12)O[Si](C)(C)C(C)(C)C)C1OCCCC1)C [3-[2-[2-[(3R)-3-benzyloxybutoxy]ethoxymethyl]thiazol-4-yl]-1-tetrahydropyran-2-yl-indazol-5-yl]oxy-tert-butyl-dimethyl-silane